3-(4-(fluoromethoxy)phenoxy)-N-(3-(methylsulfonyl)phenyl)-6-(trifluoromethyl)pyridazine-4-carboxamide FCOC1=CC=C(OC=2N=NC(=CC2C(=O)NC2=CC(=CC=C2)S(=O)(=O)C)C(F)(F)F)C=C1